2',3-Bis[(3-[3,5-di(tert-butyl)-4-hydroxyphenyl]propionyl)]propionohydrazid C(C)(C)(C)C=1C=C(C=C(C1O)C(C)(C)C)CCC(=O)NNC(CCC(CCC1=CC(=C(C(=C1)C(C)(C)C)O)C(C)(C)C)=O)=O